dehydrocitral CC(=CCCC(=C=C=O)C)C